ClC1=CC=C(C=C1)NC(=O)C1=NC=C(C=C1)[N+](=O)[O-] N-(4-chlorophenyl)-5-nitropyridinamide